C(C=C)O[C@@H]1[C@@H]([C@@H](CC(=C1)CO)O)O (1R,2R,3S)-3-(allyloxy)-5-(hydroxymethyl)cyclohex-4-en-1,2-diol